OC(C([2H])([2H])NCCCCCCCC(=O)OC(CCCCCCCC)CCCCCCCC)([2H])[2H] heptadecan-9-yl 8-((2-hydroxyethyl-1,1,2,2-d4)amino)octanoate